FCOC1=CC=2N(C(C(=C(N2)C(F)(F)F)C=2C=NN(C2)CCC(F)(F)F)=O)C=C1 8-(fluoromethoxy)-2-(trifluoromethyl)-3-(1-(3,3,3-trifluoropropyl)-1H-pyrazol-4-yl)-4H-pyrido[1,2-a]pyrimidin-4-one